7-(3-(N-(2,4-dimethylthiazol-5-yl)sulfamoyl)phenyl)heptanoic acid CC=1SC(=C(N1)C)NS(=O)(=O)C=1C=C(C=CC1)CCCCCCC(=O)O